2-(2-cyano-2-(9H-xanthen-9-ylidene)acetoxy)-2-methylpropyl acrylate C(C=C)(=O)OCC(C)(C)OC(C(=C1C2=CC=CC=C2OC=2C=CC=CC12)C#N)=O